C(C)(C)(C)OC(=O)N1CC=2C(CC1)=NN(C2C=2C=C1C=CN(C1=CC2)C(C(C)(C)C)=O)C2=C(C=CC=C2C)OC 6,7-dihydro-2-(2-methoxy-6-methylphenyl)-3-(1-(pivaloyl)-1H-indol-5-yl)-2H-pyrazolo[4,3-c]Pyridine-5(4H)-carboxylic acid tert-butyl ester